3-methoxypropanenitrile COCCC#N